5-chloro-4-(1,8-diazaspiro[4.5]decan-1-yl)-2-(2-fluoro-4-pyridinyl)-1H-pyrimidin-6-one ClC1=C(N=C(NC1=O)C1=CC(=NC=C1)F)N1CCCC12CCNCC2